FC1(C(C1)C=1C=NC(=NC1)N1CCN(CC1)C(=O)OC(C)(C)C)F tert-Butyl 4-(5-(2,2-difluorocyclopropyl)pyrimidin-2-yl)piperazine-1-carboxylate